4-((E)-((E)-4-((E)-3-(3-chlorophenyl)acryloyloxy)-3-methoxybenzylidene)amino)benzoic acid ClC=1C=C(C=CC1)/C=C/C(=O)OC1=C(C=C(\C=N\C2=CC=C(C(=O)O)C=C2)C=C1)OC